4-(2-hydroxyethyl)-chlorobenzol OCCC1=CC=C(C=C1)Cl